C(#N)CN1N=C(C(=C1C(=O)OCC)C)C ethyl 2-cyanomethyl-4,5-dimethyl-2H-pyrazole-3-carboxylate